BrC1=CC(=C2C(N(C=NC2=C1)C1CCOCC1)=O)F 7-bromo-5-fluoro-3-(oxan-4-yl)quinazolin-4-one